(6-bromoimidazo[1,2-a]pyridin-2-yl)((3R,3'R)-3'-hydroxy-2,4-dihydro-1H-spiro[isoquinoline-3,4'-piperidin]-1'-yl)methanone BrC=1C=CC=2N(C1)C=C(N2)C(=O)N2C[C@H]([C@@]1(CC2)NCC2=CC=CC=C2C1)O